1-methyl-3-((1-methyl-6-((6-(methylamino)pyrazolo[1,5-a]pyridin-3-yl)oxy)-1H-imidazo[4,5-b]pyridin-2-yl)amino)-5-(trifluoromethyl)pyridin-2(1H)-one CN1C(C(=CC(=C1)C(F)(F)F)NC=1N(C=2C(=NC=C(C2)OC=2C=NN3C2C=CC(=C3)NC)N1)C)=O